N[C@@H]1CC[C@H](CC1)CN(C(C1=CC=C(C=C1)C=1C=NC=C(C1)C1=CC=NC=C1)=O)C trans-N-[(4-aminocyclohexyl)methyl]-N-methyl-4-[5-(4-pyridyl)-3-pyridyl]benzamide